2-(6-(methyl((3R,5r,6S)-octahydrocyclopenta[c]pyrrol-yl)amino)pyridazin-3-yl)-5-(1H-pyrazol-4-yl)phenol CN(C1=CC=C(N=N1)C1=C(C=C(C=C1)C=1C=NNC1)O)C1NCC2C1CCC2